(3R)-3-[(2S)-3-(5-bromo-2-methoxyphenyl)-1-(tert-butoxy)-1-oxopropane-2-yl]pyrrolidine-1-carboxylic acid tert-butyl ester C(C)(C)(C)OC(=O)N1C[C@H](CC1)[C@@H](C(=O)OC(C)(C)C)CC1=C(C=CC(=C1)Br)OC